O=C1C=CN(C2=CC=CC=C12)N(N=CC=1SC=CC1)C(C)=O (4-oxo-4H-quinolin-1-yl)-acetyl-(thiophen-2-ylmethylene)hydrazine